N-(1-butyl-2-butenyl)benzamide C(CCC)C(C=CC)NC(C1=CC=CC=C1)=O